CN(C1CN2C3=C(C=CC=C3C1)C(=C2)C2(CCC2)O)C 1-(5-(dimethylamino)-5,6-dihydro-4H-pyrrolo[3,2,1-ij]quinolin-1-yl)cyclobutan-1-ol